FC1(CC=C(CC1)C=1C=CC=C2C=C(C=NC12)C(=O)NCCC(C)O)F 8-(4,4-difluorocyclohex-1-en-1-yl)-N-(3-hydroxybutyl)quinoline-3-carboxamide